F[C@H]1[C@H](C1)C(=O)NC1=NC=C2C=C(C=3N(C2=C1)C(=CN3)F)C=3C=NC(=CC3C)C(CCC)O (1R,2R)-2-Fluoro-N-{1-fluoro-4-[6-(1-hydroxybutyl)-4-methylpyridin-3-yl]imidazo[1,2-a]1,6-naphthyridin-8-yl}cyclopropane-1-carboxamide